CC(C)(C)C=1C=C(C(=O)OC2=C(C=C(C=C2)C(C)(C)C)C(C)(C)C)C=C(C1O)C(C)(C)C 3,5-bis(1,1-dimethylethyl)-4-hydroxybenzoic acid, 2,4-bis(1,1-dimethylethyl)phenyl ester